ClC=1C=C(C=C(C(=O)NC2=CC3=C(N(N=C3C3=C2C(NC3=O)C3=C(C=CC(=C3)F)Cl)C)CC(F)F)C1)F 5-chloro-N-[6-(2-chloro-5-fluorophenyl)-3-(2,2-difluoroethyl)-2-methyl-8-oxo-7,8-dihydro-6H-pyrrolo[4,3-g]indazol-5-yl]-3-fluorobenzamide